tert-butyl N-[4-(4,4,5,5-tetramethyl-1,3,2-dioxaborolan-2-yl)phenyl]carbamate CC1(OB(OC1(C)C)C1=CC=C(C=C1)NC(OC(C)(C)C)=O)C